FC(CN1N=CC=2C1=NC(=CN2)N2CCC1(CC(N(C1)C=1C(=NC(=CC1)C(F)(F)F)OC(F)F)=O)CC2)F 8-(1-(2,2-difluoroethyl)-1H-pyrazolo[3,4-b]pyrazin-6-yl)-2-(2-(difluoromethoxy)-6-(trifluoromethyl)pyridin-3-yl)-2,8-diazaspiro[4.5]decan-3-one